OC1(CC(C1)C(=O)N1CC2(C1)C[C@@H](CC2)C2=C(C=C(C=C2)C(F)(F)F)C)C |r| (rac)-((1s,3s)-3-Hydroxy-3-methylcyclobutyl)(6-(2-methyl-4-(trifluoromethyl)phenyl)-2-azaspiro[3.4]octan-2-yl)methanon